2-{1-[(pyridin-3-yl)methyl]-1H-pyrazol-4-yl}-1-(2,2,2-trifluoroethyl)-1H-indol N1=CC(=CC=C1)CN1N=CC(=C1)C=1N(C2=CC=CC=C2C1)CC(F)(F)F